ClC1=C(C=CC=C1)CC(=O)NC=1C=C(C=2CN(CC2C1)C1(COC1)C)S(=O)(=O)Cl 6-(2-(2-chlorophenyl)acetamido)-2-(3-methyl-oxetan-3-yl)isoindoline-4-sulfonyl chloride